3-mercaptobenzoate SC=1C=C(C(=O)[O-])C=CC1